Benzyl(2-(2-(2-(3-(3,5-bis((2-(2-aminoethoxy)ethyl)carbamoyl)phenyl)ureido)ethoxy)ethoxy)ethyl)carbamate C(C1=CC=CC=C1)OC(NCCOCCOCCNC(=O)NC1=CC(=CC(=C1)C(NCCOCCN)=O)C(NCCOCCN)=O)=O